FC(C(C1=CC=C(C=C1)F)NS(=O)(=O)C=1N=C(SC1)C(=O)OC)(F)F methyl 4-(N-(2,2,2-trifluoro-1-(4-fluorophenyl)ethyl)sulfamoyl)thiazole-2-carboxylate